C(=O)(O)CN(C(CN1CCN(CCN(CC1)CC(=O)O)CC(=O)O)CCCC1=CC=C(C=C1)[N+](=O)[O-])CC(=O)O {4-[2-(bis-carboxymethylamino)-5-(4-nitrophenyl)pentyl]-7-carboxymethyl[1,4,7]triazonan-1-yl}acetic acid